(4-ethylpiperazin-1-yl)(5-(3-hydroxyphenyl)thiazol-2-yl)methanone C(C)N1CCN(CC1)C(=O)C=1SC(=CN1)C1=CC(=CC=C1)O